ClC=1C(=NC=NC1C(O)C1=C(C=CC(=C1)C1=NC=NC2=CC(=CC=C12)N1CCOCC1)Cl)O 5-Chloro-6-{[2-chloro-5-(7-morpholin-4-yl-quinazolin-4-yl)-phenyl]hydroxy-methyl}pyrimidin-4-ol